(2S)-2-amino-3-{1H-pyrrolo[2,3-b]pyridin-3-yl}propanoic acid N[C@H](C(=O)O)CC1=CNC2=NC=CC=C21